C1(CC1)C1CC1 z-bicyclopropane